6-([1,1'-biphenyl]-4-yl)-2-phenylpyrimidin C1(=CC=C(C=C1)C1=CC=NC(=N1)C1=CC=CC=C1)C1=CC=CC=C1